BrC1=NC(=C(C=C1Br)C1CC1)C 2,3-dibromo-5-cyclopropyl-6-methylpyridine